dihexyl phthalate (dihexylphthalate) C(CCCCC)C=1C(=C(C(C(=O)O)=CC1)C(=O)O)CCCCCC.C(C=1C(C(=O)OCCCCCC)=CC=CC1)(=O)OCCCCCC